FC(C1(CC1)C=1NC(=NN1)C1=CC=C(C=C1)C1CN(C1)C(=O)N1C[C@H](CC1)C(=O)N)(F)F (3S)-1-[3-[4-[5-[1-(Trifluoromethyl)cyclopropyl]-4H-1,2,4-triazol-3-yl]phenyl]azetidine-1-carbonyl]pyrrolidine-3-carboxamide